C(CCCC)OC(CCCCCCC\C=C/C#CC=C)OCCCCC 14,14-dipentyloxy-(5Z)-1,5-tetradecadiene-3-yne